3-(4-methyl-2-hydroxy-3-phenylthiazol-5-ylsulfonyl)N-3-oxol-yl-amide CC=1N(C(SC1S(=O)(=O)C1(COC=C1)[NH-])O)C1=CC=CC=C1